(R)-5-chloro-N-(4-((1-(dimethylamino)-3-ethoxypropan-2-yl)oxy)-2-methoxy-5-nitrophenyl)-4-(1-methyl-1H-indol-3-yl)pyrimidin-2-amine ClC=1C(=NC(=NC1)NC1=C(C=C(C(=C1)[N+](=O)[O-])O[C@H](CN(C)C)COCC)OC)C1=CN(C2=CC=CC=C12)C